N1(CCC1)C([C@H](CC(=O)O)N(C)C(=O)OCC1C2=CC=CC=C2C=2C=CC=CC12)=O (3S)-4-(azetidin-1-yl)-3-[9H-Fluoren-9-ylmethoxycarbonyl(methyl)amino]-4-oxobutanoic acid